NC1=NC(=CC(=N1)NC1=NN2C(C=C(C=C2)C2=C(C=NC(=C2)OC(F)F)OCC(C#N)(C)C)=C1)C 3-[[4-[2-[(2-amino-6-methyl-pyrimidin-4-yl)amino]pyrazolo[1,5-a]pyridin-5-yl]-6-(difluoromethoxy)-3-pyridyl]oxy]-2,2-dimethyl-propanenitrile